ClC1=C(CNC(=O)[C@]2(C=3C=CC=NC3[C@H](CC2)O)F)C=CC=C1 (5s,8s)-N-(2-chlorobenzyl)-5-fluoro-8-hydroxy-5,6,7,8-tetrahydroquinoline-5-carboxamide